CN(C/C=C/C(=O)N1CC2=C(CCC1)NC=1N2N=C(C1C(=O)N)C1=CC=C(C=C1)OC1=CC=CC=C1)C (E)-8-(4-(dimethylamino)but-2-enoyl)-2-(4-phenoxyphenyl)-4,5,6,7,8,9-hexahydropyrazolo[5',1':2,3]imidazo[4,5-c]azepine-3-carboxamide